FC1=CC=C2C(N3C(C2=C1)=CN=C3)C3CCC=1C=CN=CC1C3=O 7-(8-fluoro-5H-imidazo[5,1-a]isoindol-5-yl)-6,7-dihydroisoquinolin-8(5H)-one